2-(trifluoromethyl)quinolin-5-ol FC(C1=NC=2C=CC=C(C2C=C1)O)(F)F